5-fluoro-2-[(4-fluorophenyl)methoxy]-4-pyrimidinylamine FC=1C(=NC(=NC1)OCC1=CC=C(C=C1)F)N